FC(C(=O)O)(F)F.ClC1=CC(=C(C(=C1)C)NC(=O)C1CCNCC1)C1=C2C(=NC=C1)C=C(S2)CN2C(C1C(C1C2=O)(C)C)=O N-(4-chloro-2-(2-((6,6-dimethyl-2,4-dioxo-3-azabicyclo[3.1.0]hexan-3-yl)methyl)thieno[3,2-b]pyridin-7-yl)-6-methylphenyl)piperidine-4-carboxamide 2,2,2-trifluoroacetate